5-(2-((1-(1H-1,2,3-triazol-4-yl)cyclopropyl)amino)-2-oxoacetyl)-N-(3-(difluoromethyl)-4-fluorophenyl)-6-methyl-2,3-dihydro-1H-pyrrolizine-7-carboxamide N1N=NC(=C1)C1(CC1)NC(C(=O)C=1N2CCCC2=C(C1C)C(=O)NC1=CC(=C(C=C1)F)C(F)F)=O